N(C1=CC=CC=C1)C1=NC(=NC(=N1)NC1=CC=CC=C1)NC=1C=C(C(=CC1)C=CC=1C(=CC(=CC1)NC1=NC(=NC(=N1)NC1=CC=CC=C1)NC1=CC=CC=C1)S(=O)(=O)[O-])S(=O)(=O)[O-].[Na+].[Na+] sodium 4,4'-bis[(4,6-dianilino-1,3,5-triazin-2-yl)amino]stilbene-2,2'-disulfonate